C[C@H]1N(CCC1)CC1=CC(=NC=C1)NC=1SC2=C(N1)C=CC(=C2)C2=CC=NC=C2 (R)-N-(4-((2-methyl-pyrrolidin-1-yl)methyl)-pyridin-2-yl)-6-(pyridin-4-yl)benzo[d]thiazol-2-amine